2-methyl-1-({4-[6-(trifluoromethyl)pyridin-2-yl]-6-{[2-(trifluoromethyl)pyridin-4-yl]amino}-1,3,5-triazin-2-yl}amino)propan-2-ol CC(CNC1=NC(=NC(=N1)C1=NC(=CC=C1)C(F)(F)F)NC1=CC(=NC=C1)C(F)(F)F)(C)O